(2-(1-isopropyl-1H-pyrazole-5-yl)pyridine-3-yl)methanol methyl-(1S,3S)-7-hydroxy-1-methyl-5-oxooctahydroindolizine-3-carboxylate CC1(C[C@H](N2C(CC(CC12)O)=O)C(=O)OCC=1C(=NC=CC1)C1=CC=NN1C(C)C)C